NC1=C2N=CN(C2=NC=N1)[C@H]1C[C@@H]([C@](O1)(CO)C#C)O (2R,3S,5R)-5-(6-amino-9H-purin-9-yl)-2-ethynyl-2-(hydroxymethyl)tetrahydro-furan-3-ol